N-(1-cyanocyclohexyl)-5-(5-(3,5-dichloro-4-fluorophenyl)-5-(trifluoromethyl)-4,5-dihydroisoxazol-3-yl)-3-methyl-5,6-dihydro-4H-thieno[2,3-c]pyrrole-2-carboxamide C(#N)C1(CCCCC1)NC(=O)C1=C(C2=C(CN(C2)C2=NOC(C2)(C(F)(F)F)C2=CC(=C(C(=C2)Cl)F)Cl)S1)C